FC1(OC(OC1(F)F)=C(F)F)F perfluoro(2-methylene-1,3-dioxolane)